4-bromo-7-(4-(sec-butoxy)phenyl)benzo[c][1,2,5]thiadiazole BrC1=CC=C(C2=NSN=C21)C2=CC=C(C=C2)OC(C)CC